C(CCCCCCCC(=O)O)(=O)O trans-azelaic acid